(S)-2-cyclopropyl-((2,5-dichloropyrimidin-4-yl)amino)-3,3-difluoro-7-methyl-1,2,3,4-tetrahydro-[1,4]oxazepino[2,3-c]quinolin-6(7H)-one C1(CC1)[C@@H]1N(C2=C(C(N(C=3C=CC=CC23)C)=O)OCC1(F)F)NC1=NC(=NC=C1Cl)Cl